C1(CC1)C(=O)N1CC(C1)NS(=O)(=O)C1=C(C=CC(=C1)OC1=C(C=C(C=C1Cl)N1N=C(C(NC1=O)=O)C(F)F)Cl)O N-(1-(cyclopropanecarbonyl)azetidin-3-yl)-5-(2,6-dichloro-4-(6-(difluoromethyl)-3,5-dioxo-4,5-dihydro-1,2,4-triazin-2(3H)-yl)phenoxy)-2-hydroxybenzenesulfonamide